[N+](=O)([O-])C1=C(C=CC=C1)S(=O)(=O)N1CC2(C1)CN(C[C@H]2C2=CC=CC=C2)C(=O)OC(C)(C)C tert-Butyl (S)-2-((2-nitrophenyl)sulfonyl)-8-phenyl-2,6-diazaspiro[3.4]octane-6-carboxylate